FC1=C(C(=C(C(=C1[B-](C1=C(C(=C(C(=C1F)F)F)F)F)(C1=C(C(=C(C(=C1F)F)F)F)F)C1=C(C(=C(C(=C1F)F)F)F)F)F)F)F)F.CC(C)C1=CC=C(C=C1)[I+]C1=CC=C(C=C1)C [4-(1-methylethyl)phenyl](4-methylphenyl)iodonium tetrakis(pentafluorophenyl)borate